C(C=C)(=O)OC1=C(C=C(C=C1C(C)(C)C)C)CC1=C(C(=CC(=C1)C)C(C)(C)C)O 2-(2-hydroxy-3-tertiary butyl-5-methylbenzyl)-4-methyl-6-tertiary butylphenyl acrylate